C(C)(C)(C)OC(=O)N(C(CC)C1=C(C=CC(=C1)F)NC1=C(C(=O)OC)C=C(C(=C1)C(F)(F)F)F)CCC1=NC(=CC=C1[N+](=O)[O-])OC methyl 2-((2-(1-((tert-butoxycarbonyl)(2-(6-methoxy-3-nitropyridin-2-yl)ethyl)amino)propyl)-4-fluorophenyl)amino)-5-fluoro-4-(trifluoromethyl)benzoate